C(=O)(O)C=1OC2=CC=CC(=C2C(C1)=O)OCC(COC1=C2C(C=C(OC2=CC=C1)C(=O)O)=O)F 1,3-bis(2-carboxychromon-5-yloxy)-2-fluoropropane